C(CCCCCCC\C=C\CCCCCCCC)(=O)OCC Ethyl (9E)-Octadec-9-enoate